N,N-dimethyl-aminoprop-yl-amine CN(C)CCCN